FC(C(=O)O)(F)F.C(C)(C)C1=CC=C(C=C1)C1CC(C1)NC 3-(4-Isopropylphenyl)-N-methylcyclobutan-1-amine, trifluoroacetate salt